F[C@@H]1C[C@@]2(CCCN2C1)COC=1N=C(C2=C(N1)C(=C(N=C2)C2=CC(=CC1=CC=C(C(=C21)C#C)F)O)F)N2CCC(CC2)S(=O)(=O)C 4-(2-{[(2r,7as)-2-fluoro-hexahydro-1H-pyrrolizin-7a-yl]methoxy}-8-fluoro-4-(4-methanesulfonylpiperidin-1-yl)pyrido[4,3-d]pyrimidin-7-yl)-5-ethynyl-6-fluoronaphthalene-2-ol